C1(=CC=CC=C1)CC(=O)N 2-Phenyl-acetamide